4-(3-Bromophenylamino)-2'-(3-chloro-4-methylphenyl)spiro[cyclohexane-1,1'-indene]-4-carboxylic acid BrC=1C=C(C=CC1)NC1(CCC2(C(=CC3=CC=CC=C23)C2=CC(=C(C=C2)C)Cl)CC1)C(=O)O